ethyl-3-[8-[5-(5-chloro-6-isopropoxy-3-pyridinyl)-1,2,4-oxadiazol-3-yl]-2,3-dihydro-1H-cyclopenta[b]indol-4-yl]propionic acid ethyl ester C(C)OC(C(CN1C2=C(C=3C(=CC=CC13)C1=NOC(=N1)C=1C=NC(=C(C1)Cl)OC(C)C)CCC2)CC)=O